methyl (1S,2S)-2-aminocyclopentane-1-carboxylate hydrochloride Cl.N[C@@H]1[C@H](CCC1)C(=O)OC